Methylsilicate potassium salt [K+].CO[Si]([O-])([O-])[O-].[K+].[K+]